2-(adamantan-1-yl)-N-[4-(4-methoxyphenyl)-1-oxophthalazin-2(1H)-yl]acetamide C12(CC3CC(CC(C1)C3)C2)CC(=O)NN2C(C3=CC=CC=C3C(=N2)C2=CC=C(C=C2)OC)=O